C(#N)C1=CC=C(C2=C1CCO2)C2C(=C(NC1=C(C=NC(=C21)OC(F)F)C)C)C(=O)N 4-(4-cyano-2,3-dihydrobenzofuran-7-yl)-5-(difluoromethoxy)-2,8-dimethyl-1,4-dihydro-1,6-naphthyridine-3-formamide